2-(1-methyl-1H-pyrazol-4-yl)-5-nitrobenzenesulfonamide CN1N=CC(=C1)C1=C(C=C(C=C1)[N+](=O)[O-])S(=O)(=O)N